dibenzylideneindenylacetone C(C1=CC=CC=C1)=CC(=O)C(C1C=CC2=CC=CC=C12)=CC1=CC=CC=C1